ClC1=NC=CC(=N1)C1=C(N=C(S1)N1CCOCC1)C=1C(=C(C=CC1)NS(=O)(=O)C1=C(C=CC=C1F)F)F N-(3-(5-(2-chloropyrimidin-4-yl)-2-morpholinothiazol-4-yl)-2-fluorophenyl)-2,6-difluorobenzenesulfonamide